NC1=NC=CC(=C1O)Br 2-amino-3-hydroxy-4-bromopyridine